ClC=1C=C2C(=C3C4(NC(NC13)=O)CCCCC4)OC(=C2)C(=O)N(CCO)CC 5'-chloro-N-ethyl-N-(2-hydroxyethyl)-7'-oxo-7',8'-dihydro-6'H-spiro[cyclohexane-1,9'-furo[2,3-f]quinazoline]-2'-carboxamide